C[C@H]1[C@@H]([C@H]([C@H]([C@@H](O1)O[C@H]2C[C@H]([C@@]3([C@@H]4[C@@H](CC[C@@]3(C2)O)[C@]5(CC[C@@H]([C@]5(C[C@H]4O)C)C6=COC(=C6)[O-])O)CO)O)O)O)O The molecule is conjugate base of ouabain; major species at pH 7.3. It is a cardenolide glycoside, an 11alpha-hydroxy steroid, a 14beta-hydroxy steroid and a 5beta-hydroxy steroid. It is a conjugate base of an ouabain.